N1CC(C1)N1N=CC(=C1)C=1N=C(C=2N(C1)C(=CN2)F)N2[C@H](CC2)C(F)(F)F 6-[1-(azetidin-3-yl)pyrazol-4-yl]-3-fluoro-8-[(2R)-2-(trifluoromethyl)azetidin-1-yl]imidazo[1,2-a]pyrazine